(2s,5r)-5-hydroxy-2-propylpiperidine-1-carboxylic acid tert-butyl ester C(C)(C)(C)OC(=O)N1[C@H](CC[C@H](C1)O)CCC